N-((1r,2s)-2-fluorocyclopropyl)-8-((methyl-d3)amino)-6-((6-methylpyridin-2-yl)amino)imidazo[1,2-b]pyridazine-3-carboxamide F[C@@H]1[C@@H](C1)NC(=O)C1=CN=C2N1N=C(C=C2NC([2H])([2H])[2H])NC2=NC(=CC=C2)C